C(C1=CC=CC=C1)(C1=CC=CC=C1)(C1=CC=CC=C1)N1N=CN=C1CCC(=O)OCC ethyl 3-(2-trityl-1,2,4-triazol-3-yl)propanoate